N-(3-(2'-(2-chloroacetamido)-[2,4'-bipyridyl]-4-yl)-4-methylphenyl)-2-(trifluoromethyl)isonicotinamide ClCC(=O)NC1=NC=CC(=C1)C1=NC=CC(=C1)C=1C=C(C=CC1C)NC(C1=CC(=NC=C1)C(F)(F)F)=O